4,5-dihydrothiazole-2-thiol S1C(=NCC1)S